(2R,3R,4R,5R,6R)-2-(hydroxymethyl)-6-methoxy-5-((3-(4-methylpiperazin-1-yl)-1,2,4-thiadiazol-5-yl)amino)tetrahydro-2H-pyran-3,4-diol OC[C@H]1O[C@H]([C@@H]([C@H]([C@H]1O)O)NC1=NC(=NS1)N1CCN(CC1)C)OC